N-(2-Amino-1-(2-(hydroxymethyl)thiazol-5-yl)ethyl)-3-methyl-5-(5-(trifluoromethyl)pyridin-2-yl)-1H-pyrrole-2-carboxamide NCC(C1=CN=C(S1)CO)NC(=O)C=1NC(=CC1C)C1=NC=C(C=C1)C(F)(F)F